5-(2-ethoxy-3-pyridyl)-N-[(5-methoxy-3-pyridyl)methyl]-3-methyl-1-[1-methylpropyl]pyrazolo[4,3-b]pyridin-7-amine C(C)OC1=NC=CC=C1C1=CC(=C2C(=N1)C(=NN2C(CC)C)C)NCC=2C=NC=C(C2)OC